2-((2-((4-(4-((2-(2,6-dioxopiperidin-3-yl)-6-fluoro-1-oxoisoindolin-5-yl)methyl)piperazin-1-yl)-2-methoxyphenyl)amino)-5-(trifluoromethyl)pyridin-4-yl)amino)-N-methylbenzamide O=C1NC(CCC1N1C(C2=CC(=C(C=C2C1)CN1CCN(CC1)C1=CC(=C(C=C1)NC1=NC=C(C(=C1)NC1=C(C(=O)NC)C=CC=C1)C(F)(F)F)OC)F)=O)=O